C1(CCC1)CC1CN(CCC1)C(=O)N([C@H]1CNCCC1)C1=NC=CC2=CC=CC(=C12)C 3-(cyclobutylmethyl)-N-(8-methylisoquinolin-1-yl)-N-((R)-piperidin-3-yl)piperidine-1-carboxamide